1-[4-([bis(2-hydroxyethyl)amino]methyl)benzyl]-3-bromo-4-[(2,4-difluorobenzyl)oxy]-6-methylpyridin-2(1H)-one OCCN(CCO)CC1=CC=C(CN2C(C(=C(C=C2C)OCC2=C(C=C(C=C2)F)F)Br)=O)C=C1